CC1N(CC2(CCC2)C1)C(=O)OC(C)(C)C tert-Butyl 7-methyl-6-azaspiro[3.4]octane-6-carboxylate